2-bromo-N-(2,4-difluorophenyl)acetamide C1=CC(=C(C=C1F)F)NC(=O)CBr